N-Prop-2-ynylcarbamic acid tert-butyl ester C(C)(C)(C)OC(NCC#C)=O